ClC1=CC(=C(COC2=CC=CC(=N2)C=2C=NN(C(C2)=O)CC2=NC3=C(N2C[C@H]2OCC2)C=C(C=C3)C(=O)OC)C=C1)F Methyl (S)-2-((4-(6-((4-chloro-2-fluorobenzyl)oxy)pyridin-2-yl)-6-oxopyridazin-1(6H)-yl)methyl)-1-(oxetan-2-ylmethyl)-1H-benzo[d]imidazole-6-carboxylate